The molecule is a 3-hydroxy fatty acyl-CoA(4-) obtained by deprotonation of the phosphate and diphosphate OH groups of (3R,8Z,11Z,14Z,17Z)-3-hydroxyicosatetraenoyl-CoA; major species at pH 7.3. It is a (R)-3-hydroxyacyl-CoA(4-) and a 3-hydroxy fatty acyl-CoA(4-). It is a conjugate base of a (3R,8Z,11Z,14Z,17Z)-3-hydroxyicosatetraenoyl-CoA. CC/C=C\\C/C=C\\C/C=C\\C/C=C\\CCCC[C@H](CC(=O)SCCNC(=O)CCNC(=O)[C@@H](C(C)(C)COP(=O)([O-])OP(=O)([O-])OC[C@@H]1[C@H]([C@H]([C@@H](O1)N2C=NC3=C(N=CN=C32)N)O)OP(=O)([O-])[O-])O)O